C1=C(C=CC=2C3=CC=CC=C3NC12)CCCC(=O)NC1=CC=C(C=C1)O 4-(9H-carbazol-2-yl)-N-(4-hydroxyphenyl)butanamide